C12CN(CC(N1)C2)C=2OC1=C(N2)C(=CC=C1C=1SC=CN1)OC(C(=O)N(C)CCO)(F)F 2-((2-(3,6-diazabicyclo[3.1.1]heptan-3-yl)-7-(thiazol-2-yl)benzo[d]oxazol-4-yl)oxy)-2,2-difluoro-N-(2-hydroxyethyl)-N-methylacetamide